4-(2-((tert-Butyldimethylsilyl)oxy)ethyl)-2-isopropylpyridin-3-yl-4,7-dichloro-6-fluoropyrido[2,3-d]pyrimidin [Si](C)(C)(C(C)(C)C)OCCC1=C(C(=NC=C1)C(C)C)C=1N=C(C2=C(N1)N=C(C(=C2)F)Cl)Cl